rac-(3aR,5R,6aS)-1-(7,8-dihydrofuro[3,2-e][1,3]benzothiazol-2-yl)-5-methoxy-3-(2-nitrobenzene-1-sulfonyl)hexahydrocyclopenta[d]imidazol-2(1H)-one N1=C(SC2=C1C1=C(C=C2)OCC1)N1C(N([C@H]2[C@@H]1C[C@H](C2)OC)S(=O)(=O)C2=C(C=CC=C2)[N+](=O)[O-])=O |r|